5-(3-iso-propyl-2-oxotetrahydropyrimidin-1(2H)-yl)-7-methylpyrazolo[1,5-a]pyrimidine-3-carboxylic acid sodium salt [Na+].C(C)(C)N1C(N(CCC1)C1=NC=2N(C(=C1)C)N=CC2C(=O)[O-])=O